racemic-7-ethynyl-6,7-dihydro-5H-pyrrolo[1,2-a]imidazol-7-ol C(#C)[C@@]1(CCN2C1=NC=C2)O |r|